2-((2-ethyl-6-(2-(3-((1-(hydroxymethyl)cyclopropyl)amino)azetidin-1-yl)pyrimidin-5-yl)imidazo[1,2-a]pyridin-3-yl)(methyl)amino)-4-(4-fluorophenyl)thiazole-5-carbonitrile C(C)C=1N=C2N(C=C(C=C2)C=2C=NC(=NC2)N2CC(C2)NC2(CC2)CO)C1N(C=1SC(=C(N1)C1=CC=C(C=C1)F)C#N)C